1,3,4,6-Tetra-O-acetyl-2-O-trifluoromethanesulfonyl-β-D-mannopyranose C(C)(=O)O[C@H]1[C@@H](OS(=O)(=O)C(F)(F)F)[C@@H](OC(C)=O)[C@H](OC(C)=O)[C@H](O1)COC(C)=O